BrC1=CC(=C2C(NN=C(C2=C1)CNC(OC(C)(C)C)=O)=O)OCC tert-butyl ((7-bromo-5-ethoxy-4-oxo-3,4-dihydrophthalazin-1-yl)methyl)carbamate